[[4-(trifluoromethoxy)phenoxy]methyl]-1,2-benzoxazole-6-carboxylic acid FC(OC1=CC=C(OCC2=NOC3=C2C=CC(=C3)C(=O)O)C=C1)(F)F